C[C@H]1C2=C(C[C@@H](O1)CC(=O)O)C(=O)C3=C(C2=O)C(=CC=C3)O The molecule is a pyranonaphthoquinone antibiotic from strain OS-3966 of Streptomyces rosa var. notoensis. It has a role as a bacterial metabolite. It is a benzoisochromanequinone, an organooxygen heterocyclic antibiotic, a member of p-quinones and a monocarboxylic acid.